(1S,6S,7S)-N-(7-methyl-6-(4-((S)-3-methyltetrahydrofuran-3-yl)piperazin-1-yl)isoquinolin-3-yl)-3-oxabicyclo[4.1.0]heptane-7-carboxamide CC1=C(C=C2C=C(N=CC2=C1)NC(=O)[C@H]1[C@H]2CCOC[C@H]12)N1CCN(CC1)[C@@]1(COCC1)C